1,4-diiodo-2,3-di(n-tetradecyloxy)benzene dihydroxyethylthio-mono(3-mercaptopropionate) OC(CSC(C(=O)O)CS)O.IC1=C(C(=C(C=C1)I)OCCCCCCCCCCCCCC)OCCCCCCCCCCCCCC